1,1'-Carbonyldiimidazol C(=O)(N1C=NC=C1)N1C=NC=C1